C(C)(C)(C)OC(=O)N1CCN(CC1)CC1CCNCC1 1-(tert-butoxycarbonyl)-4-(piperidin-4-ylmethyl)piperazine